[C@@H]12[C@@H](C[C@@H](CC1)C2)NC(CN2C(C(=CC=C2)NC([C@H](CCC(C(=O)NCC)=O)NC(=O)C=2OC1=C(C2C)C=CC=C1)=O)=O)=O (S)-N1-(1-(2-((1R,2R,4S)-bicyclo[2.2.1]heptan-2-ylamino)-2-oxoethyl)-2-oxo-1,2-dihydropyridin-3-yl)-N6-ethyl-2-(3-methylbenzofuran-2-carboxamido)-5-oxohexanediamide